COCC1=CC=C(C=C1)C1=CC=C(C=C1)NC(C(C)(OC1=CC=CC=C1)C)=O N-(4'-(methoxymethyl)-[1,1'-biphenyl]-4-yl)-2-methyl-2-phenoxypropanamide